(S)-1-(2-((tert-Butoxycarbonyl)amino)propyl)-5-methyl-1H-pyrrole-3-carboxylic acid C(C)(C)(C)OC(=O)N[C@H](CN1C=C(C=C1C)C(=O)O)C